C1CCCC2C3CCCCC3NC12 perhydrocarbazole